C[Si](Cl)(Cl)CCC(F)(F)F methyl-(3,3,3-trifluoropropyl)dichlorosilane